5-(3-methylimidazo[1,2-a]pyrimidin-6-yl)-N-((1-(trifluoromethyl)cyclopropyl)methyl)pyrrolo[2,1-f][1,2,4]triazin-2-amine CC1=CN=C2N1C=C(C=N2)C=2C=CN1N=C(N=CC12)NCC1(CC1)C(F)(F)F